6-[2-(cyclopropylcarbamoyl)phenyl]thio-3-[(E)-2-[5-(4-methylpiperazin-1-yl)-2-pyridyl]vinyl]indazol C1(CC1)NC(=O)C1=C(C=CC=C1)SC1=CC=C2C(=NNC2=C1)\C=C\C1=NC=C(C=C1)N1CCN(CC1)C